C(C=C)(=O)OCCN=C=O acryloyloxyethylisocyanat